(S)-4-[(ethyl-m-tolyl-amino)-methyl]-4,5-dihydro-oxazol-2-ylamine C(C)N(C=1C=C(C=CC1)C)C[C@@H]1N=C(OC1)N